C(C)(C)(CC)C=1C(=C(O)C=CC1O)C(C)(C)CC di-tertiary amyl-hydroquinone